FC(C1CCC(CC1)C(=O)Cl)(F)F 4-(trifluoromethyl)cyclohexanoyl chloride